Cl.FC=1C=C2C(=NN(C2=CC1N1CCN(CC1)C[C@@H]1[C@@H](CNCC1)C)C)C1C(NC(CC1)=O)=O 3-(5-fluoro-1-methyl-6-(4-(((3S,4S)-3-methylpiperidin-4-yl)methyl)piperazin-1-yl)-1H-indazol-3-yl)piperidine-2,6-dione hydrochloride